C(C)(C)(C)C1=CC=C2CCOCC2=C1 7-t-butylisochroman